C1(=CC=CC=C1)C(C1(NNC(=C1)C(=O)N)C(F)(F)F)NCC=1C=NC=CC1 3-(phenyl-((pyridin-3-ylmethyl)amino)methyl)-3-(trifluoromethyl)-1H-pyrazole-5-carboxamide